ClC1=C(C=C(OCC(=O)NC23C[C@H](C(CC2)(CC3)C(=O)O)O)C=C1)F (R)-4-(2-(4-chloro-3-fluorophenoxy)acetamido)-2-hydroxy-bicyclo[2.2.2]octane-1-carboxylic acid